2-(4-fluorobenzyl)-6-(4-methoxyphenyl)pyridazin-3(2H)-one FC1=CC=C(CN2N=C(C=CC2=O)C2=CC=C(C=C2)OC)C=C1